NC1=C(SC2=NC(=CC=C21)C)C(=O)NC2CC=1C(=CC(=NC1CC2)N2CC(C(C2)NC)OC)F 3-amino-N-{4-fluoro-2-[3-methoxy-4-(methylamino)pyrrolidin-1-yl]-5,6,7,8-tetrahydroquinolin-6-yl}-6-methylthieno[2,3-b]pyridine-2-carboxamide